(S)-ethyl 1-amino-2-(1-(tert-butoxycarbonyl) pyrrolidin-2-yl)-4-(4-((5-methylpyridin-2-yl) carbamoyl) phenyl)-1H-imidazole-5-carboxylate NN1C(=NC(=C1C(=O)OCC)C1=CC=C(C=C1)C(NC1=NC=C(C=C1)C)=O)[C@H]1N(CCC1)C(=O)OC(C)(C)C